3,5-difluoro-4-iodopyridinecarbonitrile FC=1C(=NC=C(C1I)F)C#N